(4-aminobutyl)[3-({4-[(3-aminopropyl)amino]butyl}amino)propyl]amine NCCCCNCCCNCCCCNCCCN